5-amino-2-(4-chlorophenyl)-2-methyl-4-trimethylsilyloxy-3(2H)-furanone NC1=C(C(C(O1)(C)C1=CC=C(C=C1)Cl)=O)O[Si](C)(C)C